CC=1C(=CSC1)C1=CC(OC2=CC(=CC=C12)O[C@@H](C(=O)N1CCCCC1)C)=O (3S)-1-[(2R)-2-[4-(4-methyl-3-thienyl)-2-oxo-chromen-7-yl]oxypropanoyl]piperidine